Tert-butyl (3-(1-cyanoethyl)-4-methoxypyrazolo[1,5-a]pyridin-5-yl)carbamate C(#N)C(C)C=1C=NN2C1C(=C(C=C2)NC(OC(C)(C)C)=O)OC